tert-butyl 3-(7-bromo-6-chloro-8-fluoro-2-{[(2S)-1-methylpyrrolidin-2-yl] methoxy} quinazolin-4-yl)-3,8-diazabicyclo[3.2.1]octane-8-carboxylate BrC1=C(C=C2C(=NC(=NC2=C1F)OC[C@H]1N(CCC1)C)N1CC2CCC(C1)N2C(=O)OC(C)(C)C)Cl